NC1=NC(=NC=C1C(F)(F)F)C=1C=C2C=CN(C(C2=CC1F)=O)CCC[C@H](CC)NC=1C=NNC(C1C(F)(F)F)=O 6-[4-amino-5-(trifluoromethyl)pyrimidin-2-yl]-7-fluoro-2-[(4S)-4-[[6-oxo-5-(trifluoromethyl)-1H-pyridazin-4-yl]amino]hexyl]isoquinolin-1-one